(8endo)-3-(2-(trifluoromethyl)pyridin-4-yl)-3-azabicyclo[3.2.1]octan-8-amine FC(C1=NC=CC(=C1)N1CC2CCC(C1)C2N)(F)F